(Z)-2-(2-bromo-7-((tert-butyldimethylsilyl)oxy)hept-2-en-1-yl)-4-hydroxycyclopent-2-enone Br\C(\CC=1C(CC(C1)O)=O)=C/CCCCO[Si](C)(C)C(C)(C)C